6-{[(2R,7aS)-2-fluoro-hexahydropyrrolizin-7a-yl]methoxy}-1-(azetidin-1-yl)-5-fluoro-3-[7-fluoro-3-(methoxymethoxy)-8-[2-(triisopropyl-silyl)ethynyl]naphthalen-1-yl]-2,7-naphthyridine F[C@@H]1C[C@@]2(CCCN2C1)COC=1C(=C2C=C(N=C(C2=CN1)N1CCC1)C1=CC(=CC2=CC=C(C(=C12)C#C[Si](C(C)C)(C(C)C)C(C)C)F)OCOC)F